FC=1C=C(C=CC1C1=NOC(=N1)C(F)(F)F)C=1SCC(N1)NS(=O)C(C)(C)C N-[2-[3-fluoro-4-[5-(trifluoromethyl)-1,2,4-oxadiazol-3-yl]phenyl]-4,5-dihydro-thiazol-4-yl]2-methyl-propane-2-sulfinamide